3-(3-(5-tert-butylisoxazol-3-yl)ureido)-N-(2-hydroxyethyl)-2,3,4,9-tetrahydro-1H-carbazole-8-carboxamide C(C)(C)(C)C1=CC(=NO1)NC(NC1CCC=2NC3=C(C=CC=C3C2C1)C(=O)NCCO)=O